((1-(3,4,5-trimethoxyphenyl)-9H-pyrido[3,4-b]indol-3-yl)amino)naphthalene-1,2-dione COC=1C=C(C=C(C1OC)OC)C1=NC(=CC2=C1NC1=CC=CC=C21)NC=2C(C(C1=CC=CC=C1C2)=O)=O